(2S,4R)-4-hydroxy-1-(3-methyl-2-(3-(piperazin-1-yl)isoxazol-5-yl)butanoyl)-N-((S)-1-(4-(4-methylthiazol-5-yl)phenyl)ethyl)pyrrolidine-2-carboxamide O[C@@H]1C[C@H](N(C1)C(C(C(C)C)C1=CC(=NO1)N1CCNCC1)=O)C(=O)N[C@@H](C)C1=CC=C(C=C1)C1=C(N=CS1)C